Dextrose phosphate P(=O)(O)(O)O.O=C[C@H](O)[C@@H](O)[C@H](O)[C@H](O)CO